6-(tert-Butoxycarbonyl)-2-chloro-5,6,7,8-tetrahydro-1,6-naphthyridine-7-carboxylic acid C(C)(C)(C)OC(=O)N1CC=2C=CC(=NC2CC1C(=O)O)Cl